N1C=CC2=CC=C(C=C12)NC1=CC(=CC(=N1)C#N)N1CCOCC1 6-[(1H-indol-6-yl)amino]-4-(morpholin-4-yl)pyridine-2-carbonitrile